(E)-N'-(2,3-dichloro-6-methoxybenzylidene)-4-methylbenzenesulfonohydrazide ClC1=C(\C=N\NS(=O)(=O)C2=CC=C(C=C2)C)C(=CC=C1Cl)OC